[OH-].COC(COCCCN1C=[N+](C=C1)CCCOCC(C)OC)C 1,3-bis[3-(2-methoxypropyloxy)propyl]imidazolium hydroxide